7-(1-aminoethyl)-1H-indole-2-carboxylic acid ethyl ester C(C)OC(=O)C=1NC2=C(C=CC=C2C1)C(C)N